bis(3,5-di-tert-butyl-4-hydroxy phenyl) adipate C(CCCCC(=O)OC1=CC(=C(C(=C1)C(C)(C)C)O)C(C)(C)C)(=O)OC1=CC(=C(C(=C1)C(C)(C)C)O)C(C)(C)C